C(C)(C)(C)OC(=O)NCCC(CC)C 5-((tert-butoxycarbonyl)amino)-3-methylpentane